Methyl (4Z,7Z,10Z,13Z,16Z,19Z)-22-(Tosyloxy)docosa-4,7,10,13,16,19-hexaenoate S(=O)(=O)(C1=CC=C(C)C=C1)OCC\C=C/C\C=C/C\C=C/C\C=C/C\C=C/C\C=C/CCC(=O)OC